2-(4-methoxyphenyl)-3-(3,4,5-trimethoxyphenyl)-2,4,5,6,7,8-hexahydrocyclohepta[c]pyrazole COC1=CC=C(C=C1)N1N=C2C(=C1C1=CC(=C(C(=C1)OC)OC)OC)CCCCC2